C1(=CC(=CC=C1)C(C)O)C 1-(m-tolyl)ethanol